6-fluoro-3-(1H-imidazol-2-yl)pyrazolo[1,5-a]pyrimidine FC=1C=NC=2N(C1)N=CC2C=2NC=CN2